8-((4-bromophenyl)thio)-6-ethyl-2,4-dimethylpyrimido[4,5-c]Isochinolin-1,3,7,10(2H,4H)-Tetraon BrC1=CC=C(C=C1)SC1=CC(C=2C3=C(N=C(C2C1=O)CC)N(C(N(C3=O)C)=O)C)=O